C(C)(C)N1C(=NN=C1)C=1C=C2C(=NNC2=CC1)C=1C=C(C(=O)N)C=CC1 3-(5-(4-isopropyl-4H-1,2,4-triazol-3-yl)-1H-indazol-3-yl)benzamide